4-(4-(6-(cyclopropyl((1S,5R)-2-fluoro-8-azabicyclo[3.2.1]octan-3-yl)amino)-1,2,4-triazin-3-yl)-2-fluoro-5-hydroxyphenyl)-1-(fluoromethyl)pyridin-2(1H)-one C1(CC1)N(C1=CN=C(N=N1)C1=CC(=C(C=C1O)C1=CC(N(C=C1)CF)=O)F)C1C([C@@H]2CC[C@H](C1)N2)F